C(C)(C)(C)C=1C=C(COP(O)(O)=O)C=C(C1O)C(C)(C)C 3,5-di-tert-butyl-4-hydroxybenzyl-phosphoric acid